C(C)C1=C(C=C(C(=C1)C=C)CC)C=C 2,5-diethyl-1,4-divinyl-benzene